C(C)C(CC(=O)NC(C(=O)O)CC)CC (3-ethylpentanamido)butanoic acid